C[N+]1=CN(C=C1)CCC[N+]1=CC2=CC=CC=C2CC1 2-[3-(3-methyl-1H-imidazol-3-ium-1-yl)propyl]-3,4-dihydroisoquinolinium